C(C)C1(CCCC1)O 1-ethylcyclopentanol